CC(CCOC1=C(C=C(C=C1)OCCC(CCCC(CCCC(CCCC(C)C)C)C)C)CO)CCCC(CCCC(CCCC(C)C)C)C (2,5-bis((3,7,11,15-tetramethylhexadecyl)oxy)phenyl)methanol